6-[[5-[4-(4-cyclopropylimidazol-1-yl)-3-fluoro-phenyl]-2-ethyl-1,2,4-triazol-3-yl]amino]spiro[2,3-dihydroisoquinoline-4,1'-cyclopropane]-1-one C1(CC1)C=1N=CN(C1)C1=C(C=C(C=C1)C=1N=C(N(N1)CC)NC=1C=C2C(=CC1)C(NCC21CC1)=O)F